CN1N=NC2=C1C=CC(=C2C)C(C(C(=O)O)(C)C)C2=CC(=C(C=C2)C)CN2C[C@H](OC1=C(C=CC=3C=CC=NC13)C2)CC 3-(1,4-dimethyl-1H-benzo[d][1,2,3]triazol-5-yl)-3-(3-(((R)-2-ethyl-2,3-dihydro-[1,4]oxazepino[6,7-h]quinolin-4(5H)-yl)methyl)-4-methylphenyl)-2,2-dimethylpropanoic acid